2-(2,6-dioxo-3-piperidyl)-5-[1-[3-(methylamino)propyl]-4-piperidyl]isoindoline-1,3-dione O=C1NC(CCC1N1C(C2=CC=C(C=C2C1=O)C1CCN(CC1)CCCNC)=O)=O